C1CCC(=O)C(C1)I α-iodocyclohexanone